FC1=C(C(=C(C=C1)C1=CC=C(C=C1)C1=CCC(CC1)CCC)F)C(F)(F)F 1,3-difluoro-4-[4-(4-propylcyclohexen-1-yl)phenyl]-2-(trifluoromethyl)benzene